7-bromo-1-methyl-2-oxo-4-[(4S)-4-phenylazepan-1-yl]-1,2-dihydroquinoline-3-carboxamide BrC1=CC=C2C(=C(C(N(C2=C1)C)=O)C(=O)N)N1CC[C@H](CCC1)C1=CC=CC=C1